C(C)OC(CCN(C(=O)N)C1=C(C=C(C=C1F)N1CCN(CC1)C(=O)OC(C)(C)C)F)=O tert-butyl 4-(4-(1-(3-ethoxy-3-oxopropyl)ureido)-3,5-difluorophenyl)piperazine-1-carboxylate